(R)-N-(1-(3-(benzyloxy)-5-(trifluoromethyl)phenyl)ethyl)-4-methyl-7-morpholinopyrido[3,4-d]Pyridazin-1-amine C(C1=CC=CC=C1)OC=1C=C(C=C(C1)C(F)(F)F)[C@@H](C)NC1=C2C(=C(N=N1)C)C=NC(=C2)N2CCOCC2